arginine, cyanoamide 1-(1-adamantyl)-1-methylethyl-carbamate C12(CC3CC(CC(C1)C3)C2)C(C)(C)NC(O)=O.C(#N)NC([C@@H](N)CCCNC(N)=N)=O